6-Formamidopenicillanic acid C(=O)NC1[C@@H]2N([C@H](C(S2)(C)C)C(=O)O)C1=O